C(=O)(OC(C)(C)C)N1[C@H](CSC1)C(=O)O Boc-D-thioproline